C[Si](CCOC(=O)N[C@@H](CCC(N)=O)C(=O)[O-])(C)C N2-{[2-(trimethylsilyl)ethoxy]carbonyl}-L-glutaminate